ClC=1C=C(C=C(C1OC=1C=NC(=C(C1)C(C)C)OC)Cl)NC(C(=O)OCC)=O ethyl 2-((3,5-dichloro-4-((5-isopropyl-6-methoxypyridin-3-yl)oxy)phenyl)amino)-2-oxoacetate